NC=1C(=NC=CC1)N1[Se]C2=C(C1=O)C=CC=C2 2-(3-amino-2-pyridinyl)[1,2]benzisoselenazol-3(2H)-one